The molecule is a monochlorobenzoic acid carrying a chloro substituent at position 4. It has a role as a bacterial xenobiotic metabolite. It derives from a benzoic acid. It is a conjugate acid of a 4-chlorobenzoate. C1=CC(=CC=C1C(=O)O)Cl